4-{2-[(3aR,9bR)-9b-(benzenesulfonyl)-7-[(2,6-dichlorophenyl)methoxy]-1H,2H,3H,3aH,4H,5H,9bH-benzo[e]indol-3-yl]-2-oxoethyl}-1λ6-thiane-1,1-dione C1(=CC=CC=C1)S(=O)(=O)[C@]12CCN([C@@H]2CCC2=C1C=CC(=C2)OCC2=C(C=CC=C2Cl)Cl)C(CC2CCS(CC2)(=O)=O)=O